(2S)-2-amino-5-(dimethylamino)-5-oxo-pentanoic acid N[C@H](C(=O)O)CCC(=O)N(C)C